(S)-1-{(S)-3-Methyl-1-[(4-propionylamino-1-piperidyl)carbonyl]butyl}-3-isobutyl-2-piperazinone CC(C[C@@H](C(=O)N1CCC(CC1)NC(CC)=O)N1C([C@@H](NCC1)CC(C)C)=O)C